[S].[Se] selenium sulfur